N-(3-chloro-5-(methylsulfonyl)phenyl)-4-(5-(3,3-difluoroazetidin-1-yl)-3-methoxypyridin-2-yl)-5-methylthiophene-2-carboxamide ClC=1C=C(C=C(C1)S(=O)(=O)C)NC(=O)C=1SC(=C(C1)C1=NC=C(C=C1OC)N1CC(C1)(F)F)C